N1(CCC=2C1=NC=CC2)C(=O)C=2C=C1CCCNC1=NC2 6-(2,3-dihydropyrrolo[2,3-b]pyridine-1-carbonyl)-3,4-dihydro-1H-1,8-naphthyridine